L-leucyL-phenylalaninamide N[C@@H](CC(C)C)C(=O)N[C@@H](CC1=CC=CC=C1)C(=O)N